(S)-quinuclidin-3-yl (6-(1H-pyrrolo[2,3-b]pyridin-4-yl)-1,2,3,4-tetrahydronaphthalen-1-yl)carbamate N1C=CC=2C1=NC=CC2C=2C=C1CCCC(C1=CC2)NC(O[C@@H]2CN1CCC2CC1)=O